3-(3-(4-chloro-3-trifluoromethylphenyl)ureido)-N-(5-methyl-1H-pyrazol-3-yl)-2,3,4,9-tetrahydro-1H-carbazole-5-carboxamide ClC1=C(C=C(C=C1)NC(NC1CCC=2NC=3C=CC=C(C3C2C1)C(=O)NC1=NNC(=C1)C)=O)C(F)(F)F